(E)-5-(1,2,3-thiadiazole-5(2H)-ylidene)-1,3,4-oxadiazole-2(5H)-thione S\1NN=C/C1=C\1/N=NC(O1)=S